6-(3-(2-(1-(3-bromo-5-fluorophenyl)cyclopropoxy)acetyl)-3,8-diazabicyclo[3.2.1]octan-8-yl)nicotinonitrile BrC=1C=C(C=C(C1)F)C1(CC1)OCC(=O)N1CC2CCC(C1)N2C2=NC=C(C#N)C=C2